((2-fluoro-6-(hydroxymethyl)phenyl)amino)-3-((6-methoxy-2-methyl-1,2,3,4-tetrahydroisoquinolin-7-yl)amino)-N-(methyl-d3)-1,2,4-triazine-6-carboxamide FC1=C(C(=CC=C1)CO)NC=1N=C(N=NC1C(=O)NC([2H])([2H])[2H])NC1=C(C=C2CCN(CC2=C1)C)OC